1-[[3-(aminomethyl)phenyl]methyl]-2-butyl-5-oxido-imidazo[4,5-c]quinolin-5-ium-4-amine NCC=1C=C(C=CC1)CN1C(=NC=2C(=[N+](C=3C=CC=CC3C21)[O-])N)CCCC